vinyl phosphate P(=O)(OC=C)([O-])[O-]